FC1=C(NC=2N(C(C=CC2C(=O)NOC(C)(C)C)=O)C)C=CC(=C1)I 2-(2-fluoro-4-iodoanilino)-1-methyl-N-[(2-methylpropan-2-yl)oxy]-6-oxopyridine-3-carboxamide